P(=O)(OC1=C(C=C(C(=C1)F)Cl)CC1=C(C=C(C(=C1)Cl)F)OP(=O)([O-])[O-])([O-])[O-] methylenebis(4-chloro-5-fluoro-2,1-phenylene) bisphosphate